Sulfo isophthalate sodium salt [Na+].C(C1=CC(C(=O)[O-])=CC=C1)(=O)OS(=O)(=O)O